lysine carboxymethyl-cysteinate C(=O)(O)CN[C@@H](CS)C(=O)O.N[C@@H](CCCCN)C(=O)O